[Si](C)(C)(C(C)(C)C)OC1CC(C1)C#CC#CC1=CC=C(C=C1)C1=CC(=NO1)CN1C(=NC=C1)[C@H](C)OC1OCCCC1 5-(4-(((1r,3r)-3-((tert-butyldimethylsilyl)oxy)cyclobutyl)but-1,3-diyn-1-yl)phenyl)-3-((2-((1S)-1-((tetrahydro-2H-pyran-2-yl)oxy)ethyl)-1H-imidazol-1-yl)methyl)isoxazole